2-cyano-2,3-diisobutylbutanedioic acid-1-methyl ester COC(C(C(C(=O)O)CC(C)C)(CC(C)C)C#N)=O